(S)-5-fluoro-3-isopropyl-6-((1-phenylpropyl)amino)pyrimidine-2,4(1h,3h)-dione FC=1C(N(C(NC1N[C@@H](CC)C1=CC=CC=C1)=O)C(C)C)=O